3-(4-bromo-2-methyl-phenyl)sulfonyl-1,4-dimethyl-indole BrC1=CC(=C(C=C1)S(=O)(=O)C1=CN(C2=CC=CC(=C12)C)C)C